N=1SC(=C2C1C=CC=C2)N2CCC(CC2)N(C(OC(C)(C)C)=O)C tert-butyl N-[1-(2,1-benzothiazol-3-yl)-4-piperidinyl]-N-methyl-carbamate